tert-butyl (R)-(1-(6-(3-aminooxetan-3-yl)pyridin-3-yl)piperidin-3-yl)(cyclopropylmethyl)carbamate NC1(COC1)C1=CC=C(C=N1)N1C[C@@H](CCC1)N(C(OC(C)(C)C)=O)CC1CC1